O1[C@@H](CC1)CN1C=NC2=C1C=C(C=C2)C(=O)O.C2(=CC=CC=C2)C2=CC(=NS2)C=2SC=CC2 5-phenyl-3-(thiophene-2-yl)isothiazole 1-(((S)-oxetan-2-yl)methyl)-1H-benzo[d]imidazole-6-carboxylate